C(#CC#CC1=CC=C(C=O)C=C1)C1=CC=C(C=O)C=C1 4,4'-(1,3-butadiyne-1,4-diyl)dibenzaldehyde